6-O-isobutoxycarbonyl(β-D-glucopyranosyloxy)-1-isopropyl-5-methyl-pyrazole C(C(C)C)OC(=O)OC[C@@H]1[C@H]([C@@H]([C@H]([C@@H](O1)OC1=NN(C(=C1)C)C(C)C)O)O)O